4-((1-ethyl-1H-benzo[d][1,2,3]triazol-5-yl)oxy)-3-methyl-aniline C(C)N1N=NC2=C1C=CC(=C2)OC2=C(C=C(N)C=C2)C